C(C)C(C)(Cl)Cl ethyl-dichloroethane